BrC1=CC(=C(CNC2=C(C=NC3=NC(=CC=C23)OC)C(=O)OCC)C(=C1)F)F Ethyl 4-((4-bromo-2,6-difluorobenzyl)amino)-7-methoxy-1,8-naphthyridine-3-carboxylate